C1(CCC1)C1=NC(=NO1)C=1C=C(C=C(C1)OC)NCCC1=CC=C(C=C1)CCN1[C@@H]([C@H]([C@@H]([C@H](C1)O)O)O)CO (2R,3R,4R,5S)-1-{2-[4-(2-{[3-(5-cyclobutyl-1,2,4-oxadiazol-3-yl)-5-methoxyphenyl]amino}ethyl)phenyl]ethyl}-2-(hydroxymethyl)piperidine-3,4,5-triol